ClC=1C=CC(=C2C=CN(C(C12)=O)C)OC1CC2(CN(C2)CC(=O)NC2=CC=3N(C=C2F)C=NN3)C1 2-[6-[(8-chloro-2-methyl-1-oxo-5-isoquinolyl)oxy]-2-azaspiro[3.3]heptan-2-yl]-N-(6-fluoro-[1,2,4]triazolo[4,3-a]pyridin-7-yl)acetamide